C(CC[C@@H](C(=O)O)NC(=O)C1=CC=C(NCC2CN=C3N=C(N)NC(=O)C3=N2)C=C1)(=O)[O-] 5,8-didehydrotetrahydrofolate